2-(2-(benzo[d]thiazol-5-yl)-5-methylpiperidin-1-yl)-N-(5-(benzylamino)-[1,2,4]triazolo[4,3-c]pyrimidin-8-yl)-2-oxoacetamide S1C=NC2=C1C=CC(=C2)C2N(CC(CC2)C)C(C(=O)NC=2C=1N(C(=NC2)NCC2=CC=CC=C2)C=NN1)=O